(R)-5-(7-(4-fluorobenzyl)-8-methyl-5,6,7,8-tetrahydro-[1,2,4]triazolo[4,3-a]pyrazin-3-yl)-3-methyl-1,2,4-thiadiazole FC1=CC=C(CN2[C@@H](C=3N(CC2)C(=NN3)C3=NC(=NS3)C)C)C=C1